C(C)OC(=O)C1=CN(CC(C2=C1NC=1C=CC(=CC21)N(C(=O)N(C)C)CC2=CC=CC=C2)(C)C)C(C2=CC=C(C=C2)F)=O 9-(1-benzyl-3,3-dimethyl-ureido)-3-(4-fluoro-benzoyl)-1,1-dimethyl-1,2,3,6-tetrahydro-azepino[4,5-b]indole-5-carboxylic acid ethyl ester